N-(4-bromopyridin-2-yl)-3-[4-(2-methanesulfonylethyl)piperazin-1-yl]propenamide BrC1=CC(=NC=C1)NC(C=CN1CCN(CC1)CCS(=O)(=O)C)=O